CC1=C(C=NC=2OCCN(C21)C(=O)OC(C)(C)C)N2CC=1N=C(N=CC1CC2)NC2=CC=C(C=C2)CN2N=CC=C2 tert-butyl 8-methyl-7-[2-({4-[(1H-pyrazol-1-yl)methyl]phenyl}amino)-5H,6H,7H,8H-pyrido[3,4-d]pyrimidin-7-yl]-1H,2H,3H-pyrido[2,3-b][1,4]oxazine-1-carboxylate